3,5-Bis((E)-3,4-difluorobenzylidene)-N-(2-(dimethylamino)ethyl)-N-methyl-4-oxopiperidine-1-carboxamide FC=1C=C(\C=C\2/CN(C\C(\C2=O)=C/C2=CC(=C(C=C2)F)F)C(=O)N(C)CCN(C)C)C=CC1F